1-(4-fluoro-2-methylphenyl)-3-(2-methyl-6-oxo-1,6-dihydropyridin-3-yl)-6-(trifluoromethyl)-2,3-dihydro-pteridin-4(1H)-one FC1=CC(=C(C=C1)N1CN(C(C2=NC(=CN=C12)C(F)(F)F)=O)C1=C(NC(C=C1)=O)C)C